5-(2,4-difluorophenyl)-N-((1-(pyridin-3-ylmethyl)piperidin-4-yl)methyl)isoxazole-3-carboxamide FC1=C(C=CC(=C1)F)C1=CC(=NO1)C(=O)NCC1CCN(CC1)CC=1C=NC=CC1